N,N'-(1,3-phenylene)bismaleimide C1(=CC(=CC=C1)N1C(C=CC1=O)=O)N1C(C=CC1=O)=O